1-Cyclohexyl-8-(4-methoxyphenyl)-3-methyl-7-(4-((4-(methylsulfonyl)piperidin-1-yl)methyl)phenyl)-3,6-dihydroimidazo[4,5-d]pyrrolo[2,3-b]pyridin-2(1H)-on C1(CCCCC1)N1C(N(C=2C1=C1C(=NC2)NC(=C1C1=CC=C(C=C1)OC)C1=CC=C(C=C1)CN1CCC(CC1)S(=O)(=O)C)C)=O